2-(2,6-dioxopiperidin-3-yl)-5-(5-(piperidin-4-ylmethyl)-2,5-diazabicyclo[2.2.2]octane-2-yl)isoindoline-1,3-dione O=C1NC(CCC1N1C(C2=CC=C(C=C2C1=O)N1C2CN(C(C1)CC2)CC2CCNCC2)=O)=O